methyl 2-[(9-benzyl-4-carbamoyl-1,2,3,4-tetrahydrocarbazol-6-yl)oxy]methylbenzoate C(C1=CC=CC=C1)N1C2=CC=C(C=C2C=2C(CCCC12)C(N)=O)OCC1=C(C(=O)OC)C=CC=C1